C(C1=CC=CC=C1)N1N=C(C=2C1=NC(=NC2NCC2=CC=C(C=C2)F)Cl)CC 1-benzyl-6-chloro-3-ethyl-N-(4-fluorobenzyl)-1H-pyrazolo[3,4-d]pyrimidin-4-amine